N-(tert-butyl)-2-(ethylthio)-3-(6-(2,2,3,3,3-pentafluoropropoxy)pyridazin-3-yl)pyrazolo[1,5-a]pyrimidin-7-amine C(C)(C)(C)NC1=CC=NC=2N1N=C(C2C=2N=NC(=CC2)OCC(C(F)(F)F)(F)F)SCC